ClC1=C(N=NC(=C1)N1[C@@H](COCC1)C)CN (R)-(4-chloro-6-(3-methylmorpholino)pyridazin-3-yl)methanamine